The molecule is an alkanesulfonate in which the alkyl group directly linked to the sulfonate functionality is ethyl. It is a conjugate base of an ethanesulfonic acid. CCS(=O)(=O)[O-]